N(=C=S)C1=CC=C(CC2N(CCN(CCN(CCN(C2)CC(=O)O)CC(=O)O)CC(=O)O)CC(=O)O)C=C1 p-isothiocyanato-benzyl-1,4,7,10-tetraazacyclododecane-1,4,7,10-tetraacetic acid